FC=1C(=NC=C(C1)F)CC1CC2(CNC2)CC1 6-[(3,5-difluoro-2-pyridyl)methyl]-2-azaspiro[3.4]octane